(p-chlorophenyl)-6-{1-[(p-chlorophenyl)methyl]-1H-pyrazol-4-yl}-4-pyrimidinylamine ClC1=CC=C(C=C1)NC1=NC=NC(=C1)C=1C=NN(C1)CC1=CC=C(C=C1)Cl